O=C1NC(CC[C@@H]1NC(=O)C=1C=NN2C1C=CC=C2)=O (S)-N-(2,6-Dioxopiperidin-3-yl)pyrazolo[1,5-a]pyridine-3-carboxamide